BrC=1C=CC(=C(C1)C(C)=O)O 1-(5-bromo-2-hydroxyphenyl)ethanone